8-(benzyloxy)-7-chloro-[1,2,4]triazolo[1,5-a]pyridin-2-amine C(C1=CC=CC=C1)OC=1C=2N(C=CC1Cl)N=C(N2)N